O1C=C(C2=C1C=CC=C2)C2=NN(C1=C2C=NC(=C1)C(=O)N1CCCCC1)CC(F)(F)F 1-[3-(Benzofuran-3-yl)-1-(2,2,2-trifluoroethyl)pyrazolo[4,3-c]pyridin-6-carbonyl]piperidin